B(Br)(Br)Br Boron tribromide